3-(2,5-dioxo-2,5-dihydro-1H-pyrrol-1-yl)benzamide O=C1N(C(C=C1)=O)C=1C=C(C(=O)N)C=CC1